C(\C=C/CCCCCCCC)OC(CCCCCOCC(COCCCCCCCCC)N(C)C)=O (Z)-undec-2-en-1-yl-6-(2-(dimethylamino)-3-(nonyloxy)propoxy)hexanoate